FC(C1=NN=C(O1)C=1C=CC(=NC1)CN1C(OC2=C1C=C(C(=C2)N2CCN(CC2)C(=O)OC(C)(C)C)F)=O)F Tert-butyl 4-(3-((5-(5-(difluoromethyl)-1,3,4-oxadiazole-2-yl)pyridine-2-yl)methyl)-5-fluoro-2-oxo-2,3-dihydrobenzo[d]oxazole-6-yl)piperazine-1-carboxylate